6-(4-acetylpiperazin-1-yl)-N-(6-(5-fluoro-2-methylphenyl)-5-(trifluoromethyl)pyridin-2-yl)pyridine-2-sulfonamide C(C)(=O)N1CCN(CC1)C1=CC=CC(=N1)S(=O)(=O)NC1=NC(=C(C=C1)C(F)(F)F)C1=C(C=CC(=C1)F)C